6'-(2-((5-(6-Ethyl-2,6-diazaspiro[3.3]heptan-2-yl)pyridin-2-yl)amino)-5-fluoropyrimidin-4-yl)-2'-methyl-2',3'-dihydro-1'H-spiro[cyclopentane-1,4'-isoquinolin]-1'-oneON C(C)N1CC2(CN(C2)C=2C=CC(=NC2)NC2=NC=C(C(=N2)C=2C=C3C4(CN(C(C3=CC2)=O)C)CC(CC4)=O)F)C1